4-isopropyl-1,2,3-oxathiazolidine-3-carboxylate 2,2-dioxide C(C)(C)C1N(S(OC1)(=O)=O)C(=O)[O-]